C1(=C(C(=CC2=CC3=CC=CC=C3C=C12)S(=O)(=O)[O-])S(=O)(=O)[O-])S(=O)(=O)[O-].[Fr+].[Fr+].[Fr+] Francium anthracenetrisulfonate